ClC1=CC=C2CCC(CC2=C1)N1CC=2NC(=NC2C1)C1=C(C=CC=C1)Cl 5-(7-chloro-1,2,3,4-tetrahydronaphthalen-2-yl)-2-(2-chlorophenyl)-1,4,5,6-tetrahydropyrrolo[3,4-d]imidazole